BrC1=CC(=C(C=C1)N(S(=O)(=O)C1=CC=C(C=C1)C)CCC=C)C(=C)C1=C(C=CC=C1)C N-(4-bromo-2-(1-(o-tolyl)vinyl)phenyl)-N-(but-3-en-1-yl)-4-methylbenzenesulfonamide